CN1N=C2C=CC(=CC2=C1)C(=O)N 2-methyl-2H-indazole-5-carboxamide